ClC=1C=C2CCN(CC2=CC1[N+](=O)[O-])C 6-chloro-2-methyl-7-nitro-1,2,3,4-tetrahydroisoquinoline